racemic-(3S,4S)-4-(2,2-difluoroethoxy)tetrahydrofuran-3-yl 4-methylbenzenesulfonate CC1=CC=C(C=C1)S(=O)(=O)O[C@H]1COC[C@@H]1OCC(F)F |r|